3-[3-(2-Chloro-4-fluoro-benzoyl)-3,8-diazabicyclo[3.2.1]oct-8-yl]-4-methoxy-benzenesulfonyl chloride ClC1=C(C(=O)N2CC3CCC(C2)N3C=3C=C(C=CC3OC)S(=O)(=O)Cl)C=CC(=C1)F